1-(2-methoxyethyl)-1H-1,2,3-triazole-5-carboxylic acid COCCN1N=NC=C1C(=O)O